NC(C#N)=C(C)N 2,3-diamino-cis-butenenitrile